ClC1=CC(=C(C=C1)NC=C(C(=O)OCC)C(=O)OCC)F diethyl 2-(((4-chloro-2-fluorophenyl)amino)methylene)malonate